O[C@H]1[C@@H](O)[C@@H](O)[C@@H](O)[C@@H](O1)CO α-L-allopyranose